(S)-1-(((6-(3-(3-chloro-2-(4-((((S)-2-hydroxypropyl)amino)methyl)-3-methoxyphenyl)pyridin-4-yl)-2-(trifluoromethyl)phenyl)-2-methoxypyridin-3-yl)methyl)amino)propan-2-ol ClC=1C(=NC=CC1C=1C(=C(C=CC1)C1=CC=C(C(=N1)OC)CNC[C@H](C)O)C(F)(F)F)C1=CC(=C(C=C1)CNC[C@H](C)O)OC